methyl 6-(3-(4-(3-(pyridin-3-yl)ureido)phenoxy)azetidin-1-yl)-[1,1'-biphenyl]-2-carboxylate N1=CC(=CC=C1)NC(NC1=CC=C(OC2CN(C2)C=2C=CC=C(C2C2=CC=CC=C2)C(=O)OC)C=C1)=O